C1(=CC=CC=C1)C1(CCC1)C(=O)O 1-phenylcyclobutanecarboxylic acid